1-(cyclopentylmethyl)-3-(4'-methoxy-[1,1'-biphenyl]-4-yl)piperidine C1(CCCC1)CN1CC(CCC1)C1=CC=C(C=C1)C1=CC=C(C=C1)OC